C1=CC=CC=2C3=CC=CC=C3C(C12)COC(=O)N[C@H](C(=O)O)CC1=CC=C(C=C1)OCC(=O)OC(C)(C)C (S)-2-((((9H-fluoren-9-yl)methoxy)carbonyl)amino)-3-(4-(2-(tert-butoxy)-2-oxoethoxy)phenyl)propanoic acid